1-butyl-3-butyryl-thiourea C(CCC)NC(=S)NC(CCC)=O